OC1=C(C(=O)O)C=C(C=C1)NC([C@H](CC(C)C)NC(C(CC)OCCCC\C=C/C\C=C/C\C=C/C\C=C/C\C=C/CC)=O)=O 2-Hydroxy-5-((2S)-2-(2-((5Z,8Z,11Z,14Z,17Z)-icosa-5,8,11,14,17-pentaen-1-yloxy)butanamido)-4-methylpentanamido)benzoic acid